3-bromo-5,7-dimethyl-adamantanemethanol BrC12CC3(CC(CC(C1)(C3)C)(C2)C)CO